C(CCCCCCC)[GeH3+]S octylgermaniumthiol